(R)-5-amino-N-((5-cyclopropyl-3-fluoropyridin-2-yl)methyl)-N-(1-methoxypropan-2-yl)-6,8-dihydro-1H-furo[3,4-d]pyrrolo[3,2-b]pyridine-2-carboxamide NC1=C2C(=C3C(=N1)C=C(N3)C(=O)N([C@@H](COC)C)CC3=NC=C(C=C3F)C3CC3)COC2